FC=1C=C(C=CC1NC1=NC=NC2=CC(=C(C=C12)OC)OCC1CCN(CC1)C)C1=C(C(=O)N)C=CC=C1 (3-fluoro-4-((6-methoxy-7-((1-methylpiperidin-4-yl)methoxy)quinazolin-4-yl)amino)phenyl)benzamide